C(C)(C)OC1=CC(=NC=C1)C1=NN=C(O1)NC1=NC=CC=C1C 5-(4-isopropoxy-pyridin-2-yl)-N-(3-methyl-pyridin-2-yl)-1,3,4-oxadiazol-2-amine